ClC1=CC=C(S1)CNC1=CC(=NN1C(=O)C1=CSC=C1)C1(CN(CCC1)C(=O)OC(C)(C)C)C tert-butyl 3-(5-[(5-chlorothiophen-2-yl)methyl]amino-1-(thiophene-3-carbonyl)-1H-pyrazol-3-yl)-3-methylpiperidine-1-carboxylate